C(C)(=O)OC(CCCCCC)CC=CCCCCCCCC octadec-9-en-7-yl acetate